(1s,3s)-N-methyl-3-((6-(1-methyl-1H-pyrazol-4-yl)pyrazolo[1,5-a]pyrazin-4-yl)oxy)cyclobutan-1-amine CNC1CC(C1)OC=1C=2N(C=C(N1)C=1C=NN(C1)C)N=CC2